6-(benzo1,3-dioxolyl)-4-phenyl-6H-1,3-thiazin-2-amine O1C(OC2=C1C=CC=C2)C2C=C(N=C(S2)N)C2=CC=CC=C2